benzyl 8-methyl-4-[2-methylsulfanyl-8-[4-(oxetan-3-yloxy)phenyl]-7-oxo-pyrido[2,3-d]pyrimidin-6-yl]-2,3-dihydroquinoxaline-1-carboxylate CC=1C=CC=C2N(CCN(C12)C(=O)OCC1=CC=CC=C1)C1=CC2=C(N=C(N=C2)SC)N(C1=O)C1=CC=C(C=C1)OC1COC1